1-(13Z,16Z-docosadienoyl)-2-hexadecanoyl-glycero-3-phosphocholine CCCCCCCCCCCCCCCC(=O)O[C@H](COC(=O)CCCCCCCCCCC/C=C\C/C=C\CCCCC)COP(=O)([O-])OCC[N+](C)(C)C